C(#N)C1=CC=C2C=3C(C4=C(C(C3NC2=C1)(C)C)C=C(C(=C4)CC)N4CCC(CC4)NC(CSC4=C1C(N(C(C1=CC=C4)=O)C4C(NC(CC4)=O)=O)=O)=O)=O N-(1-(3-cyano-9-ethyl-6,6-dimethyl-11-oxo-6,11-dihydro-5H-benzo[b]carbazol-8-yl)piperidin-4-yl)-2-((2-(2,6-dioxopiperidin-3-yl)-1,3-dioxoisoindolin-4-yl)thio)acetamide